5-(4-((3-ethyl-1-(4-methoxybenzyl)-2-oxo-2,3-dihydro-1H-pyrimido[4,5,6-de]quinazolin-8-yl)methyl)piperazin-1-yl)-6-fluoro-N-methylpyridinamide C(C)N1C(N(C2=CC(=CC=3C2=C1N=CN3)CN3CCN(CC3)C=3C=CC(=NC3F)C(=O)NC)CC3=CC=C(C=C3)OC)=O